OC1(COCC2=C1NC(C1=C2C=C(S1)C=1C=NN(C1)C(=O)[O-])=O)C 4-(4-hydroxy-4-methyl-6-oxo-3,4,5,6-tetrahydro-1H-pyrano[4,3-b]thieno[3,2-d]pyridin-8-yl)-1H-pyrazole-1-carboxylate